4-[3-[(2-fluorophenyl)methyl]-7,8-dihydro-5H-1,6-naphthyridin-6-yl]-5-methyl-furo[2,3-d]pyrimidine FC1=C(C=CC=C1)CC=1C=NC=2CCN(CC2C1)C=1C2=C(N=CN1)OC=C2C